5-Methylcytidine-5'-Triphosphate P(O)(=O)(OP(=O)(O)OP(=O)(O)O)OC[C@@H]1[C@H]([C@H]([C@@H](O1)N1C(=O)N=C(N)C(=C1)C)O)O